COC(=O)C=1OC2=C(C1NCC(C1CCC3(OCCO3)CC1)(F)F)C=C(C=C2)C(F)(F)F 3-((2,2-difluoro-2-(1,4-dioxaspiro[4.5]dec-8-yl)ethyl)amino)-5-(trifluoromethyl)benzofuran-2-carboxylic acid methyl ester